5-(1,1-dimethylpentyl)-2-(6-isopropyl-3-methylcyclohex-2-en-1-yl)benzene-1,3-diol CC(CCCC)(C)C=1C=C(C(=C(C1)O)C1C=C(CCC1C(C)C)C)O